C=C(C(=O)OCCCCCCCCCCCCCCCCCCC)C(=O)OCCCCCCCCCCCCCCCCCCC dinonadecyl methylenemalonate